C(C#CC)OC1=CC=C(C=C1)NC1=NC(=NC=C1F)Cl N4-[4-(But-2-ynyloxy)phenyl]-2-chloro-5-fluoro-4-pyrimidineamine